carbazole-phosphonic acid C1(=CC=CC=2C3=CC=CC=C3NC12)P(O)(=O)O